OC(=O)C(CC1=CC=CC=C1)N1C(=O)C2C3C=CC(C2C1=O)C3 N-(hydroxycarbonylphenethyl)bicyclo[2.2.1]Hept-5-ene-2,3-dicarboximide